C(C1=CC=CC=C1)NS(=O)(=O)N1CCN(CC1)C=1C=NN2C1C=CC(=C2)C=2C=NN(C2)C N-benzyl-4-[6-(1-methyl-1H-pyrazol-4-yl)pyrazolo[1,5-a]pyridin-3-yl]piperazine-1-sulfonamide